C(CC(O)(C(=O)O)CC(=O)O)(=O)O.C(C)C(C(C1=CC=C(C=C1)O)O)C1=CC=C(C=C1)OC beta-ethyl-alpha-(p-hydroxyphenyl)-p-methoxyphenethyl alcohol citrate